(2S,3S)-3-isopropylaziridine-2-carboxylic acid benzyl ester C(C1=CC=CC=C1)OC(=O)[C@H]1N[C@H]1C(C)C